NC([C@H](C[C@H]1C(NC2(CC2)C1)=O)NC(=O)C1N(CC2(CCC2)C1)C([C@H](C(C)(C)C)NC(C(F)(F)F)=O)=O)=O N-[(1S)-2-amino-2-oxo-1-[[(6R)-5-oxo-4-azaspiro[2.4]heptan-6-yl]methyl]ethyl]-6-[(2S)-3,3-dimethyl-2-[(2,2,2-trifluoroacetyl)amino]butanoyl]-6-azaspiro[3.4]octane-7-carboxamide